5,13,16-eicosatrienoic acid C(CCCC=CCCCCCCC=CCC=CCCC)(=O)O